(5-(2-fluoro-6-methoxyphenyl)-1H-pyrazolo[3,4-c]pyridin-3-yl)-3-(4-methyl-3-oxopiperazin-1-yl)benzamide FC1=C(C(=CC=C1)OC)C=1C=C2C(=CN1)NN=C2C2=C(C(=O)N)C=CC=C2N2CC(N(CC2)C)=O